(1-(5-(4-fluorophenyl)thiophen-2-yl)cyclobutyl)(4-methylpiperazin-1-yl)methanone FC1=CC=C(C=C1)C1=CC=C(S1)C1(CCC1)C(=O)N1CCN(CC1)C